FC=1C(=CC=C2C(=NC(=NC12)OCC12CCCN2CCC1)N1C[C@H]2CC[C@@H](C1)N2C(=O)OC(C)(C)C)C2=C(C=CC=C2O)F tert-butyl (1R,5S)-3-(8-fluoro-7-(2-fluoro-6-hydroxyphenyl)-2-((tetrahydro-1H-pyrrolizin-7a(5H)-yl)methoxy)quinazolin-4-yl)-3,8-diazabicyclo[3.2.1]octane-8-carboxylate